2-amino-3-methoxybutyraldehyde NC(C=O)C(C)OC